(1S,4S)-2-oxa-5-azabicyclo[2.2.1]heptan-3-one HCl salt Cl.[C@@H]12OC([C@@H](NC1)C2)=O